FC(C(=O)O)(F)F.C=O methanone, trifluoroacetate salt